C(C)(C)(C)OC(=O)N(C1=CC(=NC=2N1N=CC2C2CC2)NCC2(CCN(CC2)C(=O)OC(C)(C)C)C)CC2=CC=C(C=C2)C2=NC=CC=C2 tert-butyl 4-(((7-((tert-butoxycarbonyl)(4-(pyridin-2-yl)benzyl)amino)-3-cyclopropylpyrazolo[1,5-a]pyrimidin-5-yl)amino)methyl)-4-methylpiperidine-1-carboxylate